C1=CC=CC=2C3=CC=CC=C3C(C12)COC(=O)NC[C@H](C(=O)OCC1=CC=CC=C1)COC(C)C Benzyl (2S)-2-(9-fluorenyl)methoxycarbonylaminomethyl-3-i-propoxypropionate